BrC=1C=C2C(=NC=NC2=C(C1)S(=O)(=O)N1CCOCC1)O 6-Bromo-8-(morpholinosulfonyl)quinazolin-4-ol